P(=O)(OCC(C(OC(CCCCCCC\C=C/CCCCCCCC)=O)CC)OC(CCCCCCC\C=C/CCCCCCCC)=O)([O-])[O-] ethyl(2,3-bis(oleoyloxy)propyl) phosphate